O=C1NC2=CC=CC=C2C12C1(NC(C2C2=CC=CC=C2)C(=O)N)CCCCC1 2''-oxo-4'-phenyldispiro[cyclohexane-1,2'-pyrrolidine-3',3''-indoline]-5'-carboxamide